4-amino-5,6-dimethylthieno[2,3-d]pyrimidine-2(1H)-one NC=1C2=C(NC(N1)=O)SC(=C2C)C